N-(3-chloro-4-(4,4,5,5-tetramethyl-1,3,2-dioxaborolan-2-yl)phenyl)methacrylamide ClC=1C=C(C=CC1B1OC(C(O1)(C)C)(C)C)NC(C(=C)C)=O